methyl 4-((5-fluoro-2-nitrophenyl)(hydroxy)methyl)tetrahydro-2H-pyran-4-carboxylate FC=1C=CC(=C(C1)C(C1(CCOCC1)C(=O)OC)O)[N+](=O)[O-]